N1(C=NC=C1)C1=CC=CC(=N1)C(=O)NC1COCC1 6-(1H-imidazol-1-yl)-N-(tetrahydrofuran-3-yl)picolinamide